N=1CC=CC1 (2S,3S,4S)-2H-Pyrrole